4-(pyridin-3-yloxy)benzaldehyde N1=CC(=CC=C1)OC1=CC=C(C=O)C=C1